BrC1=CC=CC=2OC(OC21)(C)C2=NC=C(C=C2)Cl 2-(4-bromo-2-methyl-1,3-benzodioxol-2-yl)-5-chloropyridine